methyl 3-(3-allylpyrazol-1-yl)propanoate C(C=C)C1=NN(C=C1)CCC(=O)OC